C[C@@H]1O[C@@H](CN(C1)C1=C(C=CC(=N1)C1=NC2=CC(=NC=C2C=C1)CNC(OC(C)(C)C)=O)F)C tert-butyl ((2-(6-((cis)-2,6-dimethylmorpholino)-5-fluoropyridin-2-yl)-1,6-naphthyridin-7-yl)methyl)carbamate